diethyl (hydroxyphenylthio)methylphosphonate OC1=C(C=CC=C1)SCP(OCC)(OCC)=O